1-(4-bromothiazol-2-yl)cyclopropanecarbonitrile BrC=1N=C(SC1)C1(CC1)C#N